isopropyl-diphenylamine C(C)(C)N(C1=CC=CC=C1)C1=CC=CC=C1